OCC#CC1=CC2=C(OC[C@@H](C(N2C)=O)NC(C2=CC=CC=C2)(C2=CC=CC=C2)C2=CC=CC=C2)C=C1 (S)-7-(3-Hydroxyprop-1-yn-1-yl)-5-methyl-3-(tritylamino)-2,3-dihydrobenzo[b][1,4]Oxazepine-4(5H)-one